2-Phenyl-N-(4-phenyl-[1,2,3]thiadiazol-5-yl)-butyramide C1(=CC=CC=C1)C(C(=O)NC1=C(N=NS1)C1=CC=CC=C1)CC